N-(7-(4-morpholinylphenyl)quinazolin-4-yl)benzo[d]thiazol-5-amine N1(CCOCC1)C1=CC=C(C=C1)C1=CC=C2C(=NC=NC2=C1)NC=1C=CC2=C(N=CS2)C1